methyl 3-((2-chloro-4-(trifluoromethyl) phenoxy) methyl)-2-fluorobenzoate ClC1=C(OCC=2C(=C(C(=O)OC)C=CC2)F)C=CC(=C1)C(F)(F)F